sodium iron phosphate compound with sodium [Na+].P(=O)([O-])([O-])[O-].[Fe+2].[Na+]